trifluoroethyl-Acetyl chloride FC(CCC(=O)Cl)(F)F